C(C)(C)N1CCN(C2=CC=CC=C12)C(CCN1CCCC1)=O 1-(4-isopropyl-3,4-dihydroquinoxalin-1(2H)-yl)-3-(pyrrolidine-1-yl)propan-1-one